OC1=C(C=CC(=C1)OCCCCCCCC)C1=NC(=NC(=N1)C1=C(C=C(C=C1)OCCCCCCCC)O)C1=C(C=C(C=C1)OCCCCCCCC)O 2,4,6-tris(2'-hydroxy-4'-octyloxyphenyl)-1,3,5-triazine